O1C=CC=2C(=NC=CC21)OCC(C(=O)NC2CCN(CC2)C)(C)C 3-(furo[3,2-c]pyridin-4-yloxy)-2,2-dimethyl-N-(1-methylpiperidin-4-yl)propanamide